3-oxocinnamic acid O=C1CC(C=CC(=O)O)=CC=C1